(2S,3S,5R)-5-[4-amino-5-(1H-pyrazol-1-yl)-7H-pyrrolo[2,3-d]pyrimidin-7-yl]-3-[(tert-butyldimethylsilyl)oxy]oxolane-2-carboxylic acid NC=1C2=C(N=CN1)N(C=C2N2N=CC=C2)[C@H]2C[C@@H]([C@H](O2)C(=O)O)O[Si](C)(C)C(C)(C)C